6-(4-((4-Isopropylpiperazin-1-yl)methyl)phenyl)-4-methoxy-1-methyl-2-(4-(methylsulfonyl)phenyl)-1H-pyrrolo[3,2-c]pyridin C(C)(C)N1CCN(CC1)CC1=CC=C(C=C1)C1=CC2=C(C(=N1)OC)C=C(N2C)C2=CC=C(C=C2)S(=O)(=O)C